C(C)OC(CCC(=O)C1=NC(=CC=C1O)CC1=CC=C(C=C1)F)=O 4-[3-Hydroxy-6-(4-fluoro-benzyl)-pyridin-2-yl]-4-oxo-butyric acid ethyl ester